CO[Si](CCC=O)(OC)OC 3-(trimethoxysilyl)propanal